3,4-dimethoxybenzeneacryloyl chloride COC=1C=C(C=CC1OC)C=CC(=O)Cl